3-(6-ethoxybenzo[d][1,3]dioxol-5-yl)-6-fluoro-3-(6-(((R)-2-hydroxy-4-methylpent-4-en-1-yl)oxy)benzo[d][1,3]dioxol-5-yl)indolin-2-one C(C)OC=1C(=CC2=C(OCO2)C1)C1(C(NC2=CC(=CC=C12)F)=O)C1=CC2=C(OCO2)C=C1OC[C@@H](CC(=C)C)O